C(C=C)(=O)C1=C(C=C(C=C1)Cl)C1=CC(=C(C=C1)CC(=O)O)C(N(C)C)=O 2-(2'-acryloyl-5'-chloro-3-(dimethylcarbamoyl)-[1,1'-biphenyl]-4-yl)acetic acid